C(CCCCCCCC)(=O)N1C(CCC1=O)=O N-Nonanoylsuccinimid